CN[C@H](CNS(=O)(=O)C1=CC=C(C=C1)[N+](=O)[O-])C (S)-N-(2-(methylamino)propyl)-4-nitrobenzenesulfonamide